3-(6-(4-(aminomethyl)-[1,4'-bipiperidin]-1'-yl)-2-oxobenzo[d]oxazol-3(2H)-yl)piperidine-2,6-dione NCC1CCN(CC1)C1CCN(CC1)C1=CC2=C(N(C(O2)=O)C2C(NC(CC2)=O)=O)C=C1